N-hydroxy-1-methyl-N-(4-((4-(trifluoromethyl)phenyl)amino)benzyl)cyclohexane-1-carboxamide ON(C(=O)C1(CCCCC1)C)CC1=CC=C(C=C1)NC1=CC=C(C=C1)C(F)(F)F